1-(3-cyclopropyl-cyclobutyl)-3-[[2-(difluoromethoxy)pyridin-4-yl]methyl]urea C1(CC1)C1CC(C1)NC(=O)NCC1=CC(=NC=C1)OC(F)F